C1(=CC=CC=C1)C1=CC=2C(=NC=C(C2)C=2C=C(SC2)C(=O)NCC(F)(F)F)N1 4-(2-phenyl-1H-pyrrolo[2,3-b]-pyridin-5-yl)-N-(2,2,2-trifluoroethyl)thiophene-2-carboxamide